C(#N)C(=C1CCN(CC1)C(=O)OC(C)(C)C)C1=CC=CC2=CN(N=C12)C1OCCCC1 tert-butyl 4-{cyano[2-(tetrahydro-2H-pyran-2-yl)-2H-indazol-7-yl]methylene}piperidine-1-carboxylate